N-(3-fluoro-4-((3-((1-(hydroxymethyl)cyclopentyl)amino)-1H-pyrazolo[3,4-b]pyridin-4-yl)oxy)phenyl)-2-(4-fluorophenyl)-3-oxo-2,3-dihydropyridazine-4-carboxamide FC=1C=C(C=CC1OC1=C2C(=NC=C1)NN=C2NC2(CCCC2)CO)NC(=O)C=2C(N(N=CC2)C2=CC=C(C=C2)F)=O